O=C1N([C@@H]2CC[C@@H](N1C2)C(=O)N)OS(=O)(=O)O TRANS-7-OXO-6-(SULPHOOXY)-1,6-DIAZABICYCLO[3.2.1]OCTANE-2-CARBOXAMIDE